3-(3-bromo-4-((1S,2S)-2-(4-fluorophenyl)cyclopropyl)-5',6-dimethyl-2-oxo-2H-[1,4'-bipyridin]-2'-yl)-2-fluoro-N,N-dimethylbenzamide BrC=1C(N(C(=CC1[C@@H]1[C@H](C1)C1=CC=C(C=C1)F)C)C1=CC(=NC=C1C)C=1C(=C(C(=O)N(C)C)C=CC1)F)=O